mono-iso-octyl glutaconate C(C=CCC(=O)[O-])(=O)OCCCCCC(C)C